8-amino-N-cyclopropyl-5-(4-(1-(2-(4-methylpiperazin-1-yl)-2-oxoethyl)-1H-pyrazol-4-yl)phenyl)-1,7-naphthyridine-3-carboxamide NC=1N=CC(=C2C=C(C=NC12)C(=O)NC1CC1)C1=CC=C(C=C1)C=1C=NN(C1)CC(=O)N1CCN(CC1)C